N-[(2S)-1-(azetidin-1-yl)propan-2-yl]-3-{2-[(3,5-dimethylphenyl)amino]pyrimidin-4-yl}-1-methyl-1H-pyrazole-5-carboxamide N1(CCC1)C[C@H](C)NC(=O)C1=CC(=NN1C)C1=NC(=NC=C1)NC1=CC(=CC(=C1)C)C